6-phenylpyrimidine C1(=CC=CC=C1)C1=CC=NC=N1